(2R)-4-tert-butoxycarbonyl-6,6-dimethylmorpholine-2-carboxylic acid C(C)(C)(C)OC(=O)N1C[C@@H](OC(C1)(C)C)C(=O)O